SCCCCN1CN(C=C1)C 1-(4-mercaptobutyl)-3-methyl-1H-imidazole